O1N=C(C2=C1C1=CC=CC=C1CC2)C(=O)O 4,5-dihydronaphtho[2,1-d]isoxazole-3-carboxylic acid